C(C)(C)(C)OC(NC1CCC(CC1)N1C(C(=C(C2=C1N=C(N=C2)Cl)C)Br)=O)=O ((1R,4R)-4-(6-bromo-2-chloro-5-methyl-7-oxopyrido[2,3-d]pyrimidin-8(7H)-yl)cyclohexyl)carbamic acid tert-butyl ester